C(C=C)(=O)OCCCN=C=O acryloyloxy-n-propyl isocyanate